N-(4-trifluoromethylphenyl)-[2,4'-bithiazole]-2'-amine FC(C1=CC=C(C=C1)NC=1SC=C(N1)C=1SC=CN1)(F)F